NCCOC1=CC(=C2C=C(CC2=C1)CO)F [6-(2-Aminoethoxy)-4-fluoro-inden-2-yl]methanol